(S)-8-methoxy-1-methyl-4-(3-(3-(methylamino)-1-(thiophen-2-yl)propoxy)phenyl)-1,2,3,4-tetrahydro-5H-pyrido[2,3-e][1,4]diazepin-5-one COC=1C=CC2=C(N(CCN(C2=O)C2=CC(=CC=C2)O[C@@H](CCNC)C=2SC=CC2)C)N1